Methyl 2-(3,4-dihydro-2H-1,4-benzoxazin-6-yl)-2-hydroxyacetate O1CCNC2=C1C=CC(=C2)C(C(=O)OC)O